t-butyl-hydroxyphenol C(C)(C)(C)C=1C(=C(C=CC1)O)O